2,3,4,6-tetrakis(3,6-dimethyl-9H-carbazol-9-yl)-5-(2,6-dimethylpyridin-3-yl)benzonitrile CC=1C=CC=2N(C3=CC=C(C=C3C2C1)C)C1=C(C#N)C(=C(C(=C1N1C2=CC=C(C=C2C=2C=C(C=CC12)C)C)N1C2=CC=C(C=C2C=2C=C(C=CC12)C)C)C=1C(=NC(=CC1)C)C)N1C2=CC=C(C=C2C=2C=C(C=CC12)C)C